NCC1=CC(=NC=N1)C1C(NC(CC1)=O)=O 3-(6-(Aminomethyl)pyrimidin-4-yl)piperidine-2,6-dione